2-bromophenoxymethyl-pyridine BrC1=C(OCC2=NC=CC=C2)C=CC=C1